C(C)(C)C1=NC2=CC=CN=C2C(=C1)O 2-isopropyl-4-hydroxy-1,5-naphthyridine